1-(2-(methylamino)acetyl)piperazine CNCC(=O)N1CCNCC1